4-{{(1R)-1-[3-(difluoromethyl)-2-fluorophenyl]ethyl}amino}-2-methylquinazolin FC(C=1C(=C(C=CC1)[C@@H](C)NC1=NC(=NC2=CC=CC=C12)C)F)F